C(C1=CC=CC=C1)OC=1C=C(C(=O)NC[C@]2([C@@H](N3C(C[C@H]3S2(=O)=O)=O)C(=O)OC(C2=CC=CC=C2)C2=CC=CC=C2)C)C=CC1OCC1=CC=CC=C1 (2S,3S,5R)-benzhydryl 3-((3,4-bis(benzyloxy) benzamido) methyl)-3-methyl-7-oxo-4-thia-1-azabicyclo[3.2.0]Heptane-2-carboxylate 4,4-dioxide